C(=O)O.C(CC)#N propanenitrile, formate salt